3-methoxy-N-methyL-4-(prop-2-yn-1-ylamino)benzamide COC=1C=C(C(=O)NC)C=CC1NCC#C